(S)-N-(5-((2-(3-hydroxypyrrolidin-1-yl)ethyl)carbamoyl)-3-methylthiophene-2-yl)-2-(1-methyl-1H-pyrazol-4-yl)pyrazolo[5,1-b]thiazole-7-carboxamide O[C@@H]1CN(CC1)CCNC(=O)C1=CC(=C(S1)NC(=O)C=1C=NN2C1SC(=C2)C=2C=NN(C2)C)C